N1CC(C1)N1C[C@]([C@H](CC1)N1N=C(C=2C1=NC=NC2N)C2=CC=C(C=C2)OC2=CC=CC=C2)(F)C2CNC2 (3R,4S)-1-([1,3'-bis-azetidin-3-yl]-3-fluoropiperidin-4-yl)-3-(4-phenoxyphenyl)-1H-pyrazolo[3,4-d]pyrimidin-4-amine